NC=1C(=C(C(=O)NC2=C(C=C(C=C2C(F)(F)F)C(C(F)(F)F)(C(F)(F)F)F)I)C=CC1)F 3-amino-2-fluoro-N-(2-iodo-4-(perfluoropropan-2-yl)-6-(trifluoromethyl)phenyl)benzamide